1,2,3,4-cyclobutantetracarboxylic acid dianhydride C12C(C3C1C(=O)OC3=O)C(=O)OC2=O